NC1=C(C(=O)NC2CC2)C=C(C(=C1Br)F)F 2-amino-3-bromo-N-cyclopropyl-4,5-difluoro-benzamide